(S)-2-((((9H-fluoren-9-yl)methoxy)carbonyl)amino)-3-(2-fluoro-3-methylphenyl)propanoic acid C1=CC=CC=2C3=CC=CC=C3C(C12)COC(=O)N[C@H](C(=O)O)CC1=C(C(=CC=C1)C)F